Ethyl (2S)-2-[[(2S)-2-amino-3-[3,5-bis(2-chloroethylsulfanyl)phenyl]propanoyl]amino]-3-phenyl-propanoate-hydrochloride Cl.N[C@H](C(=O)N[C@H](C(=O)OCC)CC1=CC=CC=C1)CC1=CC(=CC(=C1)SCCCl)SCCCl